N-[(6R)-3-methyl-2H,4H,5H,6H-cyclopenta[c]pyrazol-6-yl]-1-{[2-methyl-6-(piperidin-1-yl)pyridin-3-yl]methyl}-1H-pyrazole-4-carboxamide CC1=C2C(=NN1)[C@@H](CC2)NC(=O)C=2C=NN(C2)CC=2C(=NC(=CC2)N2CCCCC2)C